benzyl (E)-(1-(4-(2-ethoxyvinyl)-2,5-dimethoxyphenyl)butan-2-yl)carbamate C(C)O/C=C/C1=CC(=C(C=C1OC)CC(CC)NC(OCC1=CC=CC=C1)=O)OC